COC(C1=CC(=C(C(=C1)F)N)NCCOC1CC1)=O 4-amino-3-((2-cyclopropoxyethyl)amino)-5-fluorobenzoic acid methyl ester